N-(1-(2-chloro-5-methylpyrimidin-4-yl)-3-methylazetidin-3-yl)-2,2-difluorocyclopropane-1-carboxamide ClC1=NC=C(C(=N1)N1CC(C1)(C)NC(=O)C1C(C1)(F)F)C